FC1=C(CC=2C=C3C(=NC2)NN=C3NC3=CC(=CC=C3)N3CCOCC3)C=C(C=C1)F 5-(2,5-difluorobenzyl)-N-(3-morpholinophenyl)-1H-pyrazolo[3,4-b]pyridin-3-amine